C(#N)N(C=1SC(=C(N1)C(=O)NCCCCCC)C)C1=CC(=NC(=C1)F)F 2-[cyano-(2,6-difluoro-4-pyridinyl)amino]-N-hexyl-5-methyl-thiazole-4-carboxamide